[(1R,2S,4R)-4-{[5-({4-[(2-chlorophenoxy)methyl]-2-thienyl}carbonyl)pyrimidin-4-yl]amino}-2-hydroxy cyclopentyl]methyl sulfamate S(N)(OC[C@@H]1[C@H](C[C@@H](C1)NC1=NC=NC=C1C(=O)C=1SC=C(C1)COC1=C(C=CC=C1)Cl)O)(=O)=O